3,8-dichloro-7-iodoimidazo[1,2-a]pyridine ClC1=CN=C2N1C=CC(=C2Cl)I